ClC1=C(C(=C(CNC(C(C)C)=O)C=C1)F)C=1NC(C=C(N1)C1=NC=C(C=C1)CC(F)(F)F)=O N-(4-chloro-2-fluoro-3-{6-oxo-4-[5-(2,2,2-trifluoroethyl)pyridin-2-yl]-1,6-dihydropyrimidin-2-yl}benzyl)isobutyramide